methyl (S)-6-diazo-2-((S)-2-hydroxy-3-methylbutanamido)-5-oxohexanoate [N+](=[N-])=CC(CC[C@@H](C(=O)OC)NC([C@H](C(C)C)O)=O)=O